3-methyl-4-(4-(2-(2-(trifluoromethyl)pyridin-3-yl)azetidin-1-yl)pyrido[2,3-d]pyrimidin-2-yl)morpholine CC1N(CCOC1)C=1N=C(C2=C(N1)N=CC=C2)N2C(CC2)C=2C(=NC=CC2)C(F)(F)F